OC1(CCN(CC1)C(CCC1=CC=CC=C1)=O)CN1C(=NC(=CC1=O)C1=CC=CC=C1)C 3-((4-hydroxy-1-(3-phenylpropionyl)piperidin-4-yl)methyl)-2-methyl-6-phenylpyrimidin-4(3H)-one